C(#N)C1=C2C(=NC=C1OC1=CC(=NC=C1)NC(OCCOC)=O)N=C(N2C)NC=2C=C1N(N2)CCC12CCC2 2-methoxyethyl (4-((7-cyano-2-((5',6'-dihydrospiro[cyclobutane-1,4'-pyrrolo[1,2-b]pyrazol]-2'-yl)amino)-1-methyl-1H-imidazo[4,5-b]pyridin-6-yl)oxy)pyridin-2-yl)carbamate